C[C@@H]1N(C[C@H](N(C1)C(C)C=1C=C2N=CC=NC2=CC1)C)C1=CC(N(C=2N1N=C(C2)CC#N)C)=O 2-(7-((2S,5R)-2,5-dimethyl-4-(1-(quinoxalin-6-yl)ethyl)piperazin-1-yl)-4-methyl-5-oxo-4,5-dihydropyrazolo[1,5-a]pyrimidin-2-yl)acetonitrile